2-amino-N-((1r,2r)-2-hydroxy-1,2-diphenylethyl)-N-methylacetamide NCC(=O)N(C)[C@@H]([C@@H](C1=CC=CC=C1)O)C1=CC=CC=C1